Cl.N1(CCOCC1)S(=O)(=O)C1=CC=C(C=C1)C1=CC=C(S1)CN1C(NN=C1)=O 4-(5-[4-(morpholin-4-ylsulfonyl)phenyl]thiophen-2-ylmethyl)-2,4-dihydro-3H-1,2,4-triazol-3-one hydrochloride